OB1OCC2=C1C(=C(C=C2)C(=O)N[C@@H](C(C)C)C(=O)OC[C@@H](CO)O)C (R)-2,3-dihydroxypropyl (1-hydroxy-7-methyl-1,3-dihydrobenzo[c][1,2]oxaborole-6-carbonyl)-L-valinate